N-[2-[[(2S)-2-amino-5-guanidino-pentanoyl]amino]ethyl]-4-[[3-(2-chloro-3-fluoro-4-methoxy-phenyl)imidazo[1,2-a]pyrazin-8-yl]amino]-2-ethyl-benzamide N[C@H](C(=O)NCCNC(C1=C(C=C(C=C1)NC=1C=2N(C=CN1)C(=CN2)C2=C(C(=C(C=C2)OC)F)Cl)CC)=O)CCCNC(=N)N